(+-)-camphorquinone C12(C(=O)C(=O)C(CC1)C2(C)C)C